ClC1=CC=C(C=C1)C1=NN(CCC1C1=CC=CC=C1)\C(\NNC(N)=S)=N/S(=O)(=O)C1=CC=C(C=C1)C(F)(F)F (Z)-2-((3-(4-chlorophenyl)-4-phenyl-5,6-dihydropyridazin-1(4H)-yl)(((4-(trifluoromethyl)phenyl)sulfonyl)imino)methyl)hydrazine-1-carbothioamide